O=C1NC(CCC1N1C(C2=CC=CC(=C2C1=O)N1CCN(CC1)CCC1CCN(CC1)C1=C(C=C(C(=C1)OC)[N+](=O)[O-])F)=O)=O 2-(2,6-dioxopiperidin-3-yl)-4-(4-(2-(1-(2-fluoro-5-methoxy-4-nitrophenyl)piperidin-4-yl)ethyl)piperazin-1-yl)isoindoline-1,3-dione